[5-ethylsulfonyl-6-[8-(2,2,3,3,3-penta-fluoropropoxy)imidazo[1,5-a]pyrazin-3-yl]-3-pyridyl]imino-dimethyl-oxo-λ6-sulfane C(C)S(=O)(=O)C=1C=C(C=NC1C1=NC=C2N1C=CN=C2OCC(C(F)(F)F)(F)F)N=S(=O)(C)C